The molecule is an indole compound having a 2-(dimethylamino)ethyl group at the 3-position and a (pyrrolidin-1-ylsulfonyl)methyl group at the 5-position. It has a role as a non-steroidal anti-inflammatory drug, a serotonergic agonist and a vasoconstrictor agent. It is a member of indoles, a sulfonamide and a tertiary amine. CN(C)CCC1=CNC2=C1C=C(C=C2)CS(=O)(=O)N3CCCC3